C1(=CC=CC=C1)C(C)(C)N1[C@@H]2CNC[C@H]1[C@@H](C2)O (1S,5S,6R)-8-(2-phenylpropan-2-yl)-3,8-diazabicyclo[3.2.1]octan-6-ol